2-benzyl-4-chloro-N-(8-fluoro-3-quinolyl)-pent-4-enamide C(C1=CC=CC=C1)C(C(=O)NC=1C=NC2=C(C=CC=C2C1)F)CC(=C)Cl